FC1=CC=C(C=C1)C(N1C[C@@H](N(C[C@H]1C)C1=CC(N(C=2C=CC(=NC12)C#N)C)=O)C)C1=NOC(=C1)C 8-((2s,5r)-4-((4-fluorophenyl)(5-methylisoxazol-3-yl)methyl)-2,5-dimethylpiperazin-1-yl)-5-methyl-6-oxo-5,6-dihydro-1,5-naphthyridine-2-carbonitrile